BrC1=NC=C(C=C1)OCC 2-Bromo-5-ethoxypyridine